CC=1C=C(C=CC1C1(CC(=C(C2=CC=CC=C12)N)\N=N\[H])S(=O)(=O)O)C1=CC(=C(C=C1)C1(CC(=C(C2=CC=CC=C12)N)\N=N\[H])S(=O)(=O)O)C 1,1'-(3,3'-dimethyl[1,1'-biphenyl]-4,4'-diyl)bis{4-amino-3-[(E)-diazenyl]naphthalene-1-sulfonic acid}